6-Chloro-3-({1-[3-(cyanomethyl)-2-[4-(5-cyanopyrimidin-2-yl)piperazin-1-yl]-6-methyl-4-oxothieno[3,2-d]pyrimidin-7-yl]ethyl}amino)pyridine-2-carboxylic acid ClC1=CC=C(C(=N1)C(=O)O)NC(C)C1=C(SC2=C1N=C(N(C2=O)CC#N)N2CCN(CC2)C2=NC=C(C=N2)C#N)C